(S)-N-(2-(1-(3-ethoxy-4-methoxyphenyl)-2-(methylsulfonyl)ethyl)-1,3-dioxo-6-(5-oxopentyl)isoindolin-4-yl)acetamide C(C)OC=1C=C(C=CC1OC)[C@@H](CS(=O)(=O)C)N1C(C2=CC(=CC(=C2C1=O)NC(C)=O)CCCCC=O)=O